FC=1C=C2C(=NC=NC2=CC1)N1CC=2C=C(C=NC2CC1)N1C=2N(CC(C1)C)N=CC2 6-fluoro-4-(3-(6-methyl-6,7-dihydropyrazolo[1,5-a]pyrimidin-4(5H)-yl)-7,8-dihydro-1,6-naphthyridin-6(5H)-yl)quinazoline